Cl.C1(=CC=CC=C1)NC=1NC=C(N1)C(=O)C1=CC(=C(C(=C1)OC)OC)OC (2-(phenylamino)-1H-imidazol-4-yl)(3,4,5-trimethoxyphenyl)methanone hydrochloride